S1S[C@@H](CC1)CCCCCOCC=1N(C(=CN1)C[C@H]1COC([C@H]1CC)=O)C ((5-((R)-1,2-dithiolan-3-yl)pentan-yloxy)methyl)-5-(((3R,4S)-4-ethyl-5-oxotetrahydrofuran-3-yl)methyl)-1-methyl-1h-imidazole